1-(4-(4-AMINO-1-CYCLOPROPYL-1H-PYRAZOLO[3,4-D]PYRIMIDIN-3-YL)-2,5-DIFLUOROPHENYL)-3-(3-(1-(TRIFLUOROMETHYL)CYCLOPROPYL)ISOXAZOL-5-YL)UREA NC1=C2C(=NC=N1)N(N=C2C2=CC(=C(C=C2F)NC(=O)NC2=CC(=NO2)C2(CC2)C(F)(F)F)F)C2CC2